(E)-tert-butyl-4-(4-(3-methyl-2-phenyl-1-(3-(pivaloyloxy)phenyl)but-1-en-1-yl)phenyl)piperidine C(C)(C)(C)N1CCC(CC1)C1=CC=C(C=C1)/C(=C(/C(C)C)\C1=CC=CC=C1)/C1=CC(=CC=C1)OC(C(C)(C)C)=O